8-(4-chloro-2-fluoro-phenyl)-2-(difluoromethyl)-3-methyl-6-[(2R)-2-(2-methyl-4-pyridyl)morpholino]pyrimido[5,4-d]pyrimidin-4-one ClC1=CC(=C(C=C1)C1=NC(=NC2=C1N=C(N(C2=O)C)C(F)F)N2C[C@H](OCC2)C2=CC(=NC=C2)C)F